iso-Amylacetat C(CC(C)C)CC(=O)[O-]